N-(1-methylpropylidene)-3-methyl(dimethoxysilyl)-1-propanamine CC(CC)=NC(CCC)[SiH](OC)OC